3-(2-{[(7S)-5-azaspiro[3.5]nonan-7-yl]amino}-5-(trifluoromethyl)pyrimidin-4-yl)-7-(1-methyl-1H-pyrazol-4-yl)-1H,4H,5H,6H,7H,8H-pyrrolo[2,3-c]azepin-8-one C1CCC12NC[C@H](CC2)NC2=NC=C(C(=N2)C2=CNC=1C(N(CCCC12)C=1C=NN(C1)C)=O)C(F)(F)F